(S)-3-methyl-3-(5-(3-((4-(trifluoromethyl)phenyl)amino)pyrazolo[1,5-a]pyridin-2-yl)-1,3,4-oxadiazol-2-yl)pyrrolidin-2-one C[C@@]1(C(NCC1)=O)C=1OC(=NN1)C1=NN2C(C=CC=C2)=C1NC1=CC=C(C=C1)C(F)(F)F